C1(CC1)CO[C@H]1C[C@H](N(CC1)S(=O)(=O)C1=C2C=CNC2=C(C=C1OC)C)C1=CC=C(C(=O)O)C=C1 4-((2s,4r)-4-(cyclopropylmethoxy)-1-((5-methoxy-7-methyl-1H-indol-4-yl)sulfonyl)piperidin-2-yl)benzoic acid